N1=NC=NC2=C1N=CS2 thiazolo[5,4-e]-1,2,4-triazine